C(=O)C=1C(=C2C(=NC1)N(C=C2C=2C=C1C=NN(C1=CC2)C(C)C)COCC[Si](C)(C)C)NC2CC(C2)NC(OC)=O methyl ((1r,3r)-3-((5-formyl-3-(1-isopropyl-1H-indazol-5-yl)-1-((2-(trimethylsilyl)ethoxy)methyl)-1H-pyrrolo[2,3-b]pyridin-4-yl)amino)cyclobutyl)carbamate